FC(CN1C(=NC=2C1=NC(=CC2)C=2C=CN1N=C(N=CC12)NCC1OCCC1)C)F 5-(3-(2,2-difluoroethyl)-2-methyl-3H-imidazo[4,5-b]pyridin-5-yl)-N-((tetrahydrofuran-2-yl)methyl)pyrrolo[2,1-f][1,2,4]triazin-2-amine